[4-(2-{4-[(tert-Butoxycarbonyl)amino]piperidin-1-yl}-2-oxoethyl)-1,3-thiazol-2-yl]carbamic acid tert-butyl ester C(C)(C)(C)OC(NC=1SC=C(N1)CC(=O)N1CCC(CC1)NC(=O)OC(C)(C)C)=O